2-(3-oxabicyclo[4.1.0]hept-7-yl)-7-methoxy-N-(6-methoxypyridin-2-yl)imidazo[1,2-a]pyridine-6-carboxamide C12COCCC2C1C=1N=C2N(C=C(C(=C2)OC)C(=O)NC2=NC(=CC=C2)OC)C1